P(O)(=O)(OP(=O)(O)OP(=O)(O)O)OC[C@@H]1[C@H](C[C@@H](O1)N1C(=S)NC(=O)C(C)=C1)O 2-thiothymidine triphosphate